C(C)NC(=O)C1=CC=C(C(=N1)C(=O)OC)B1OC(C(O1)(C)C)(C)C methyl 6-(ethylcarbamoyl)-3-(4,4,5,5-tetramethyl-1,3,2-dioxaborolan-2-yl)picolinate